(R)-3-(((2-methyl-6-(methyl(p-tolyl)amino)-1,2,3,4-tetrahydroisoquinolin-1-yl)methyl)amino)isonicotinic acid CN1[C@H](C2=CC=C(C=C2CC1)N(C1=CC=C(C=C1)C)C)CNC1=C(C(=O)O)C=CN=C1